(R)-4-(4-((2-(2,3-dihydrobenzo[b][1,4]dioxin-6-yl)pyrrolidin-1-yl)methyl)phenyl)-1-methyl-1H-pyrazole O1C2=C(OCC1)C=C(C=C2)[C@@H]2N(CCC2)CC2=CC=C(C=C2)C=2C=NN(C2)C